CN1C(=NC2=C1C=CC=C2)C2=C(C=C(C=C2[Se]C)[Se]C)[Se]C 1-methyl-2-(2,4,6-trimethylselenophenyl)benzimidazole